OC(CNC(C1=CC(=CC=C1)OC)=O)COC N-(2-hydroxy-3-methoxypropyl)-3-methoxybenzamide